(S)-3-morpholino-6a,7,9,10-tetrahydropyrazino[1,2-d]pyrido[3,2-b][1,4]thiazin O1CCN(CC1)C1=CC=2SC[C@H]3N(C2N=C1)CCNC3